N-(3-(3-chloro-2-(3-methoxy-4-((((5-oxopyrrolidin-2-yl)methyl)amino)methyl)phenyl)pyridin-4-yl)-2-methylphenyl)-2-fluoro-4-(((2-hydroxyethyl)amino)methyl)benzamide ClC=1C(=NC=CC1C=1C(=C(C=CC1)NC(C1=C(C=C(C=C1)CNCCO)F)=O)C)C1=CC(=C(C=C1)CNCC1NC(CC1)=O)OC